2,4-Dihydroxybutanoic acid OC(C(=O)O)CCO